CC1=NC=C(C=N1)CN1N=C(C=2C1=NC=CC2)C#N 1-((2-methylpyrimidin-5-yl)methyl)-1H-pyrazolo[3,4-b]pyridine-3-carbonitrile